4-(1,1,2,2,2-pentafluoroethyl)-2-(prop-1-en-2-yl)imidazo[1,2-a]1,8-naphthyridine-8-carboxylic acid FC(C(F)(F)F)(F)C=1C=2C=CC=3N(C2N=C(C1)C(=C)C)C=C(N3)C(=O)O